(1R,2S,3S,5S)-2-fluoro-1,5-dimethyl-8-azabicyclo[3.2.1]octan F[C@@H]1[C@]2(CC[C@@](CC1)(N2)C)C